ClC1=C(C=CC(=C1)OCC=1C(=NOC1C1CC1)C1=C(C=CC=C1Cl)Cl)C#CC=1C=C(C=CC1)NS(=O)=O N-(3-((2-chloro-4-((5-cyclopropyl-3-(2,6-dichlorophenyl)isoxazol-4-yl)methoxy)phenyl)ethynyl)phenyl)sulfonamide